SC(CC(=O)OCCN1C(N(C(N(C1=O)CCOC(CC(C)S)=O)=O)CCOC(CC(C)S)=O)=O)C 1,3,5-tris(2-(3-mercaptobutyryloxy)ethyl)-1,3,5-triazin-2,4,6-trione